BrC1=CC=C(C=2OCCOC21)CBr 5-bromo-8-(bromomethyl)-2,3-dihydrobenzo[1,4]dioxin